NC=1C=C(C=CC1OC1=C(C=CC(=C1)Cl)Br)C(C)=O 1-(3-amino-4-(2-bromo-5-chlorophenoxy)phenyl)ethanone